C(C)OC(=O)C=1C=NN2C1N=C(C=C2NC)NC2=NC(=CC=C2)OCC 5-[(6-ethoxy-2-pyridinyl)amino]-7-(methylamino)pyrazolo[1,5-a]pyrimidine-3-carboxylic acid ethyl ester